C(C)(C)N1N=CC(=C1)C=1C(=NC(=NC1)NC1=CC(=CC=C1)OC)NC1=CC=C2CCNCC2=C1 (1-isopropyl-1H-pyrazol-4-yl)-N2-(3-methoxyphenyl)-N4-(1,2,3,4-tetrahydroisoquinolin-7-yl)pyrimidine-2,4-diamine